N[C@@H](CC1=CNC2=CC=CC=C12)CC(=O)O L-β-homotryptophan